benzyl 5-[(2R,5S)-1-[2-[[6-(tert-butoxycarbonylamino)-5-methyl-3-pyridyl]amino]-2-oxo-acetyl]-5-methyl-2-piperidyl]-3,6-dihydro-2H-pyridine-1-carboxylate C(C)(C)(C)OC(=O)NC1=C(C=C(C=N1)NC(C(=O)N1[C@H](CC[C@@H](C1)C)C1=CCCN(C1)C(=O)OCC1=CC=CC=C1)=O)C